((1s,3s)-3-((5-([1,2,4]triazolo[1,5-a]pyridin-7-yl)-7H-pyrrolo[2,3-d]pyrimidin-2-yl)amino)-1-methylcyclobutyl)(pyrrolidin-1-yl)methanone N=1C=NN2C1C=C(C=C2)C2=CNC=1N=C(N=CC12)NC1CC(C1)(C)C(=O)N1CCCC1